propyl-dimethylamine-oxide C(CC)[N+](C)(C)[O-]